C(C)(C)(C)CC(C)(C)OC(=O)N(C(O)=O)C1=NC=CC(=C1F)CBr tert-butyl-N-[4-(bromomethyl)-3-fluoro-2-pyridinyl]-N-t-butoxycarbonyl-carbamic acid